6-Chloro-4-((5-ethyl-1-methyl-4-oxo-4,5-dihydro-1H-pyrrolo[3,2-c]pyridin-3-yl)amino)-N-(methyl-d3)pyridazine-3-carboxamide ClC1=CC(=C(N=N1)C(=O)NC([2H])([2H])[2H])NC1=CN(C2=C1C(N(C=C2)CC)=O)C